2-Chloro-9-(tetrahydro-2H-pyran-2-yl)-9H-purin-6-amine ClC1=NC(=C2N=CN(C2=N1)C1OCCCC1)N